IC=1C=C(OCCCSCC2=NNC(O2)=S)C=CC1 5-[(3-iodophenoxypropylthio)methyl]-1,3,4-oxadiazole-2(3H)-thione